CN1C(N(C2=C1C(=CC=C2)N2[C@H]1CN([C@@H](C2)C1)C(=O)OC(C)(C)C)COCC[Si](C)(C)C)=O (1R,4R)-tert-butyl 5-(3-methyl-2-oxo-1-((2-(trimethylsilyl)ethoxy)methyl)-2,3-dihydro-1H-benzo[d]imidazol-4-yl)-2,5-diazabicyclo[2.2.1]heptane-2-carboxylate